NC=1C=C2CCN(CC2=CC1)C(=O)OC(C)(C)C tert-butyl 6-amino-3,4-dihydroisoquinolin-2(1H)-carboxylate